1-(4-(5-(difluoromethyl)-1,3,4-oxadiazole-2-yl)-2-fluorobenzyl)-6-fluoro-5-(furan-3-yl)-3-(1-methylpiperidine-4-yl)-1,3-dihydro-2H-benzo[d]imidazole-2-one FC(C1=NN=C(O1)C1=CC(=C(CN2C(N(C3=C2C=C(C(=C3)C3=COC=C3)F)C3CCN(CC3)C)=O)C=C1)F)F